O[C@H](CC)C1=CC(=C(C=N1)C1=NC=C2C=C(N=CC2=C1)C(C(=O)N)OC)C (7-{6-[(1R)-1-hydroxypropyl]-4-methylpyridin-3-yl}-2,6-naphthyridin-3-yl)-2-methoxyacetamide